O[C@H]1C[C@@H](N(C1)C(=O)OC(C)(C)C)COC tert-butyl (2R,4S)-4-hydroxy-2-(methoxymethyl)pyrrolidine-1-carboxylate